5-(5-fluoro-2-(7-oxo-6,7,8,9-tetrahydro-5H-benzo[7]annulen-2-ylamino)pyrimidin-4-ylamino)benzo[d]oxazol-2(3H)-one diformate salt C(=O)O.C(=O)O.FC=1C(=NC(=NC1)NC=1C=CC2=C(CCC(CC2)=O)C1)NC=1C=CC2=C(NC(O2)=O)C1